O[C@]12[C@@H]3[C@H]([C@H]4[C@@H]5CC[C@H]([C@@]([C@@H](CC(=C(C(=O)O)C)C)O)(C)O)[C@]5(CC[C@@H]4[C@]2(C(C=CC1)=O)C)C)O3 (5α,6α,7α,22R)-6,7-Epoxy-5,20,22-trihydroxy-1-oxo-ergosta-2,24-dien-26-oic acid